FC1(CCC(CC1)C1=NC(=NC=C1)NC(C1=C(C=C(C=C1)NS(=O)(=O)CCO)N1CCC2(CC2)CC1)=O)F N-(4-(4,4-difluorocyclohexyl)pyrimidin-2-yl)-4-((2-hydroxyethyl)sulfonamido)-2-(6-azaspiro[2.5]octan-6-yl)benzamide